16-(3-amino-3-oxopropyl)-20-methyl-11,14,17-trioxo-3,6,9-trioxa-12,15,18-triazahenicosanoic acid NC(CCC(NC(CNC(COCCOCCOCC(=O)O)=O)=O)C(NCC(C)C)=O)=O